(-)-(2R)-2-amino-3-(2-aminoethylsulfonyl)propionic acid N[C@H](C(=O)O)CS(=O)(=O)CCN